C(C)(C)(C)N=CC(C(C)(C)C)(C(C)(C)C)[O-] 3-((tert-butylimino)methyl)-2,2,4,4-tetramethylpentan-3-olate